ethyl (tert-butoxycarbonyl)-L-leucinate C(C)(C)(C)OC(=O)N[C@@H](CC(C)C)C(=O)OCC